C1(=CC=C(C=C1)C1=NC(=NC(=N1)C1=CC(=CC=C1)C1=CC=CC2=C1SC1=C2C=C(C=C1C1=CC=CC=C1)C1=CC=CC=C1)C1=CC=CC=C1)C1=CC=CC=C1 2-([1,1'-biphenyl]-4-yl)-4-(3-(6,8-diphenyldibenzo[b,d]thiophen-4-yl)phenyl)-6-phenyl-1,3,5-triazine